FC(S(=O)(=O)OC1=NN(C(C2=CC(=C(C=C12)F)F)=O)C1=C(C=CC=C1F)Cl)(F)F 3-(2-chloro-6-fluorophenyl)-6,7-difluoro-4-oxo-3,4-dihydrophthalazin-1-yl trifluoromethanesulfonate